C(N)(=N)CNCC(=O)O 2-[(carbamimidoyl-methyl)amino]acetic acid